C(C)(C)(C)OC(NC(C=O)CCCNC(=O)N)=O 1-oxo-5-ureidopent-2-ylcarbamic acid (S)-tert-butyl ester